C(C1=CC=CC=C1)C=1C(=C(C=C(C1)CCCCC)CC(=O)OC)O methyl 2-(3-benzyl-2-hydroxy-5-pentylphenyl)acetate